C(C)C1=NN(C=C1C(C(=O)OC1CCN(CC1)CC1=CC=C(C=C1)C#C)O)CC1=CC=C(C=C1)O\C=C(\C(F)(F)F)/OCC 1-[(4-ethynylphenyl)methyl]piperidin-4-ol ethyl-1-[[4-[[(1Z)-2-ethoxy-3,3,3-trifluoro-1-propen-1-yl]oxy]phenyl]-methyl]-α-hydroxy-1H-pyrazole-4-acetate